C1OCC12CN(C2)CC=2N=CC(=NC2)C=2C(=CC(=NC2)Cl)NCC[C@@H](C)O (R)-4-((5-(5-((2-oxa-6-azaspiro[3.3]heptan-6-yl)methyl)pyrazin-2-yl)-2-chloropyridin-4-yl)amino)butan-2-ol